8-((2s,5s)-4-(bis(4-fluorophenyl)methyl)-2,5-dimethylpiperazin-1-yl)-5-methyl-6-oxo-5,6-dihydro-1,5-naphthyridine-2-carbonitrile FC1=CC=C(C=C1)C(N1C[C@@H](N(C[C@@H]1C)C1=CC(N(C=2C=CC(=NC12)C#N)C)=O)C)C1=CC=C(C=C1)F